((4'-(3,3-difluorocyclobutyl)-[1,1'-biphenyl]-4-yl)oxy)-1H-1,2,3-triazole-4-carboxylic acid FC1(CC(C1)C1=CC=C(C=C1)C1=CC=C(C=C1)ON1N=NC(=C1)C(=O)O)F